mono-phosphate ammonium salt [NH4+].P(=O)([O-])([O-])[O-].[NH4+].[NH4+]